cyclohexane-carboxylate C1(CCCCC1)C(=O)[O-]